C(C=C)NC(C)CC1=CC2=C(C=C1)OCO2 allyl-3,4-methylenedioxy-amphetamine